FC1=CC=C2C(=CNC2=C1F)CCN(C(C)C=C)C N-(2-(6,7-difluoro-1H-indol-3-yl)ethyl)-N-methylbut-3-en-2-amine